BrC1=CC=C(C=C1)S(=O)(=O)N1CCN(CC1)C 1-((4-bromophenyl)sulfonyl)-4-methylpiperazine